FC1=CC=CC=2C(=N[C@@H](C(NC21)=O)NC(=O)C=2C(=NN1C2O[C@@H](CC1)C)C=1C=NN(C1)C(C)C)C1=CC=CC=C1 (5R)-N-[(3S)-9-fluoro-2-oxo-5-phenyl-1,3-dihydro-1,4-benzodiazepine-3-yl]-5-methyl-2-(1-prop-2-ylpyrazol-4-yl)-6,7-dihydro-5H-pyrazolo[5,1-b][1,3]Oxazine-3-carboxamide